S1C(=CC2=C1C1=C(S2)C=C(S1)C(=O)[O-])C(=O)[O-] di-thieno-[3,2-b:2',3'-d]-thiophene-2,6-dicarboxylate